(4,4'-dimethyl-2,2'-bipyridine) ruthenium (III) (hexafluorophosphate) F[P-](F)(F)(F)(F)F.[Ru+3].CC1=CC(=NC=C1)C1=NC=CC(=C1)C.F[P-](F)(F)(F)(F)F.F[P-](F)(F)(F)(F)F